4-[2-(4-Trifluoromethylbenzoyl)-2,3,4,9-tetrahydro-1H-β-carbolin-9-ylmethyl]-benzoic acid methyl ester COC(C1=CC=C(C=C1)CN1C2=CC=CC=C2C=2CCN(CC12)C(C1=CC=C(C=C1)C(F)(F)F)=O)=O